CC1CN(C(=CC1)C1=CC(=CC=C1)S(N)(=O)=O)C(=O)OC(C)(C)C tert-butyl 3-methyl-6-(3-sulfamoylphenyl)-3,4-dihydro-2H-pyridine-1-carboxylate